FC(C1=CC=C(C=N1)NC1=CC=C2CCN(CC2=C1)C(C=C)=O)(F)F 1-(7-((6-(trifluoromethyl)pyridin-3-yl)amino)-3,4-dihydroisoquinolin-2(1H)-yl)prop-2-en-1-one